butenediamine C(=CCC)(N)N